Methyl (3-chloro-5-methyl-6-oxopyridazin-1(6H)-yl)acetate ClC1=NN(C(C(=C1)C)=O)CC(=O)OC